COC=1C=NC=C(C=O)C1 5-methoxynicotinaldehyde